rel-(3R,4R)-1-benzyl-4-(hydroxymethyl)piperidin-3-ol tert-butyl-6-[[4-(trifluoromethylsulfonimidoyl)pyrazol-1-yl]methyl]-2-azaspiro[3.3]heptane-2-carboxylate C(C)(C)(C)C1N(CC12CC(C2)CN2N=CC(=C2)S(=O)(=N)C(F)(F)F)C(=O)O[C@H]2CN(CC[C@@H]2CO)CC2=CC=CC=C2 |o1:27,32|